1-(3-bromo-2-methylphenyl)cyclopropylamine BrC=1C(=C(C=CC1)C1(CC1)N)C